(±)-2-isopropyl-N-(4-phenyl-2-(tetrahydrofuran-2-yl)pyridin-3-yl)pyrimidine-5-carboxamide C(C)(C)C1=NC=C(C=N1)C(=O)NC=1C(=NC=CC1C1=CC=CC=C1)[C@@H]1OCCC1 |r|